4-(trifluoromethyl)phenylboric acid FC(C1=CC=C(C=C1)OB(O)O)(F)F